C(C=C)(=O)N1C[C@@H](N(C[C@H]1C)C1=NC(N2C3=C(C(=C(C=C13)Cl)C1=C(C=C(C(=C1)Cl)F)F)OC[C@@H](C2)N2CCOCC2)=O)C (3R)-8-((2S,5R)-4-acryloyl-2,5-dimethylpiperazin-1-yl)-10-chloro-11-(5-chloro-2,4-difluorophenyl)-3-morpholino-3,4-dihydro-2H,6H-[1,4]oxazepino[2,3,4-ij]quinazolin-6-one